4-(1-(2-Fluoro-4-(4-(methylamino)-piperidin-1-yl)-phenyl)-2-methyl-1H-imidazol-4-yl)-N-(1-(methyl-sulfonyl)piperidin-4-yl)-5-(trifluoro-methyl)pyrimidin-2-amine FC1=C(C=CC(=C1)N1CCC(CC1)NC)N1C(=NC(=C1)C1=NC(=NC=C1C(F)(F)F)NC1CCN(CC1)S(=O)(=O)C)C